(S)-2-(3,5-dichloro-4-((7-methyl-1-oxo-2,5,6,7-tetrahydro-1H-cyclopenta[d]pyridazin-4-yl)oxy)phenyl)-3,5-dioxo-2,3,4,5-tetrahydro-1,2,4-triazine-6-carbonitrile ClC=1C=C(C=C(C1OC=1C2=C(C(NN1)=O)[C@H](CC2)C)Cl)N2N=C(C(NC2=O)=O)C#N